N-(1-(3-chloro-2-fluorophenyl)ethyl)cyclopropylamine ClC=1C(=C(C=CC1)C(C)NC1CC1)F